C1(CC1)OC1=NN(C=C1NC=O)COC N-(3-cyclopropoxy-1-(methoxymethyl)-1H-pyrazol-4-yl)formamide